cis-2-((tert-butoxycarbonyl)amino)cyclobutyl (S)-1-(4-fluorophenyl)-3,4-dihydroisoquinoline-2(1H)-carboxylate FC1=CC=C(C=C1)[C@@H]1N(CCC2=CC=CC=C12)C(=O)O[C@H]1[C@H](CC1)NC(=O)OC(C)(C)C